2-((tert-butoxycarbonyl)amino)-3-oxo-3-((1-(m-tolyl)-1H-indazol-6-yl)amino)propionic acid C(C)(C)(C)OC(=O)NC(C(=O)O)C(NC1=CC=C2C=NN(C2=C1)C=1C=C(C=CC1)C)=O